C1(=CC=CC=C1)CCC(=O)NC=1[Se]C(=CN1)C(=O)NC1=C(C=CC=C1)C 2-(3-phenylpropionylamino)-N-(2-methylphenyl)-1,3-selenazol-5-carboxamide